N-[4-(2,6-dimethylphenyl)-6-[1-[(3-methoxyphenyl)methyl]azetidin-3-yl]oxy-pyrimidin-2-yl]-1-methyl-pyrazole-4-sulfonamide CC1=C(C(=CC=C1)C)C1=NC(=NC(=C1)OC1CN(C1)CC1=CC(=CC=C1)OC)NS(=O)(=O)C=1C=NN(C1)C